6-[[(3S,4R)-3-hydroxy-1-[4-(4-methyl-1H-pyrrolo[2,3-b]pyridin-5-yl)phenyl]sulfonyl-4-piperidyl]amino]pyridine-3-carbonitrile O[C@H]1CN(CC[C@H]1NC1=CC=C(C=N1)C#N)S(=O)(=O)C1=CC=C(C=C1)C=1C(=C2C(=NC1)NC=C2)C